C(CCC)OC([C@H](N)C(C)C)=O D-Valine butyl ester